C1(=C(C(=C(C=2C3=C(C(=C(C(=C3N(C12)C=1C(=C(C(=C(C1[2H])[2H])[2H])OB(O)O)[2H])[2H])[2H])[2H])[2H])[2H])[2H])[2H])[2H] (3-(9H-carbazol-9-yl-d8)phenyl-2,4,5,6-d4)boric acid